NCCN[C@@H]1C[C@@](NC1)(C(=O)O)CCCCB(O)O (2r,4r)-4-(2-aminoethylamino)-2-(4-dihydroxyboryl-butyl)pyrrolidine-2-carboxylic acid